8-[(2-hydroxyethyl)(8-nonyloxy-8-oxooctyl)amino]octanoic acid (9-heptadecanyl) ester CCCCCCCCC(CCCCCCCC)OC(CCCCCCCN(CCCCCCCC(=O)OCCCCCCCCC)CCO)=O